[N+](=O)([O-])C1=CC=C(C=N1)N1C[C@H](CC1)N (3S)-1-(6-nitro-3-pyridinyl)pyrrolidin-3-amine